FC(OC(C(OC(Br)(F)F)(F)F)(F)F)(Br)F perfluoro-1,6-dibromo-2,5-dioxahexane